(1S,3S)-3-{[6-(5-{[5-(cyclobutyl-methoxy)-2H-1,2,3,4-tetrazol-2-yl]methyl}-1-methyl-1H-1,2,3-triazol-4-yl)-2-methylpyridin-3-yl]oxy}cyclohexane-1-carboxylic acid C1(CCC1)COC=1N=NN(N1)CC1=C(N=NN1C)C1=CC=C(C(=N1)C)O[C@@H]1C[C@H](CCC1)C(=O)O